COC(C1=C(C(=CC(=C1)N)C)Br)=O 5-amino-2-bromo-3-methylbenzoic acid methyl ester